3-amino-5-bromo-2-(3-(dimethylamino)propoxy)benzoic acid methyl ester COC(C1=C(C(=CC(=C1)Br)N)OCCCN(C)C)=O